C1(CC1)NC1=NC(=CC2=C1N(C=N2)C(C)C)C2=CC=C1C(=C2)N(C(C12CCN(CC2)C(C(C)C2CCNCC2)=O)=O)C2CC(C2)N2CCCCC2 6-[4-(cyclopropylamino)-3-isopropylimidazo[4,5-c]pyridin-6-yl]-1'-[2-(piperidin-4-yl)propanoyl]-1-[(1s,3s)-3-(piperidin-1-yl)cyclobutyl]spiro[indole-3,4'-piperidin]-2-one